OC[C@@H](C)NC(=O)C=1C=NC(=C(C1)N1CCCC1)OC1=CC=C(C=C1)C(F)(F)F N-[(2R)-1-Hydroxypropan-2-yl]-5-(pyrrolidin-1-yl)-6-[4-(trifluoromethyl)phenoxy]pyridine-3-carboxamide